(2RS)-2-amino-4-[hydroxy-(methyl)phosphinoyl]butyric acid N[C@@H](C(=O)O)CCP(=O)(C)O |r|